COCC1=NNC(=N1)C=1C=C(C=2N=CN=C(C2N1)N[C@@H]1CNCCC1)C(=O)N (S)-6-(3-(methoxymethyl)-1H-1,2,4-triazol-5-yl)-4-(piperidin-3-ylamino)pyrido[3,2-d]pyrimidine-8-carboxamide